CN1N=CC2=CC(=C(C=C12)C)C1=CC=C(N1)C(=O)N1C[C@H](CC1)C(=O)NC1=CC(=C(C(=C1)F)F)F (S)-1-(5-(1,6-dimethyl-1H-indazol-5-yl)-1H-pyrrole-2-carbonyl)-N-(3,4,5-trifluorophenyl)pyrrolidine-3-carboxamide